2-((1-(2,7-dimethyl-3-(2-methyl-2H-indazol-5-yl)-1-oxo-1,2-dihydroisoquinolin-5-yl)ethyl)amino)benzoic acid CN1C(C2=CC(=CC(=C2C=C1C1=CC2=CN(N=C2C=C1)C)C(C)NC1=C(C(=O)O)C=CC=C1)C)=O